ClC1=NC=C(C2=CC=CC=C12)C1=CC(=CC=C1)C1=NC(=NC(=N1)C1=CC=CC=C1)C1=CC=CC=C1 1-chloro-4-[3-(4,6-diphenyl-1,3,5-triazin-2-yl)phenyl]isoquinoline